C(CCC)OC(=O)NCCC(=O)O butoxycarbonyl-β-alanine